4-(4-(dimethylamino)piperidin-1-yl)-3-nitrobenzonitrile CN(C1CCN(CC1)C1=C(C=C(C#N)C=C1)[N+](=O)[O-])C